CN(C=1N=CC=NC1)C 5-(dimethylamino)pyrazine